NC=1C(=C(C(=C(C(=O)NC=2C=C(C=CC2N2C[C@@H](N([C@@H](C2)C)C)C)N2N=NC(=C2)C(=O)[O-])C1)Cl)C)F 1-(3-(5-Amino-2-chloro-4-fluoro-3-methylbenzamido)-4-((3S,5R)-3,4,5-trimethylpiperazin-1-yl)phenyl)-1H-1,2,3-triazole-4-carboxylate